2-(benzyloxy)-6-bromopyrazolo[1,5-a]pyridine C(C1=CC=CC=C1)OC1=NN2C(C=CC(=C2)Br)=C1